Cl.NCCOCCN1C(C=CC1=O)=O 1-(2-(2-aminoethoxy)ethyl)-1H-pyrrole-2,5-dione hydrochloride